2-(4-Amino-1-isopropyl-1H-pyrazolo[3,4-d]pyrimidin-3-yl)-1H-indol NC1=C2C(=NC=N1)N(N=C2C=2NC1=CC=CC=C1C2)C(C)C